(E)-2-cyano-3-(4'-(11-(diphenylamino)-13,13-bis(4-hexylphenyl)-3-phenyl-3,13-dihydrobenzo[h]indeno[2,1-f]chromen-3-yl)-[1,1'-biphenyl]-4-yl)acrylic acid C(#N)/C(/C(=O)O)=C\C1=CC=C(C=C1)C1=CC=C(C=C1)C1(OC2=C3C(=C4C(=C2C=C1)C(C=1C=C(C=CC14)N(C1=CC=CC=C1)C1=CC=CC=C1)(C1=CC=C(C=C1)CCCCCC)C1=CC=C(C=C1)CCCCCC)C=CC=C3)C3=CC=CC=C3